BrCCC1CCN(CC1)C(=O)N 4-(2-bromoethyl)piperidine-1-carboxamide